FC=1C=C2C(=NC1NCC1=CC=C(C=C1)OC)NN=C2N 5-fluoro-N6-[(4-methoxyphenyl)methyl]-1H-pyrazolo[3,4-b]pyridine-3,6-diamine